sodium 4-ethynylbenzoate C(#C)C1=CC=C(C(=O)[O-])C=C1.[Na+]